ClC1=C(C=CC2=C1C(=N[C@H](C=1N2N=C(N1)C(=O)NCCOC)C)C1=C(C=CC=C1F)F)Cl (4S)-7,8-dichloro-6-(2,6-difluorophenyl)-N-(2-methoxyethyl)-4-methyl-4H-[1,2,4]triazolo[1,5-a][1,4]benzodiazepine-2-Carboxamide